ClC1=CC=C(C=C1)\N=C(\NC=1SC(=NN1)C)/N1C(SC(=N1)C)C1=CC=C(C=C1)C (Z)-N'-(4-chlorophenyl)-5-methyl-N-(5-methyl-1,3,4-thiadiazol-2-yl)-2-(p-tolyl)-1,3,4-thiadiazole-3(2H)-carboximidamide